thiadiazoleselon S1(N=NC=C1)=[Se]